(S)-4-phenylpyrrolidin-2-one C1(=CC=CC=C1)[C@@H]1CC(NC1)=O